tert-Butyl N-(3-cyano-7-fluoro-5-oxido-thieno[3,2-c]pyridin-5-ium-2-yl)carbamate C(#N)C1=C(SC2=C1C=[N+](C=C2F)[O-])NC(OC(C)(C)C)=O